C(CC)C(=C)C1=CC=CC=C1 alpha-n-propylstyrene